CN1C=C(C=2C(N(C=C(C21)C)C)=O)C(=O)N2CCC(CC2)OC2=CC=C(C=C2)OC(F)(F)F 1,5,7-trimethyl-3-((4-(4-(trifluoromethoxy)phenoxy)piperidin-1-yl)carbonyl)-1,5-dihydro-4H-pyrrolo[3,2-c]pyridin-4-one